NC(CC(=O)NCCOCCOCCOCCN=[N+]=[N-])CC(=O)NCCOCCOCCOCCN=[N+]=[N-] 3-amino-N,N'-bis(2-{2-[2-(2-azidoethoxy)-ethoxy]ethoxy}ethyl)glutaramide